C(C)(C)(C)N(C(=O)OC1=CC(=NC2=CC(=C(C=C12)N1CCN(CC1)C)OC)C)C1=C(C=CC(=C1)Cl)CBr 7-methoxy-2-methyl-6-(4-methylpiperazin-1-yl)quinolin-4-ol tert-Butyl-(2-(bromomethyl)-5-chlorophenyl)carbamate